BrC=1C=C2C(=NC=NC2=CC1)NC1=C(C=C(C(=C1)C)OC1=CC=2N(C=C1)N=CN2)F 6-bromo-N-(2-fluoro-5-methyl-4-[[1,2,4]triazolo[1,5-a]pyridin-7-yloxy]phenyl)quinazolin-4-amine